2,2':3',2''-Terthiophene S1C(=CC=C1)C=1SC=CC1C=1SC=CC1